N1N=CC=2CCCC(C12)=O 1,4,5,6-tetra-hydroindazol-7-one